FC(OC=1C(=CC(=C(C(=O)OCC)C1)/C(=C/NC1=C2C=CNC2=CC(=C1)F)/C(=O)OCC)OC)F ethyl 5-(difluoromethoxy)-2-[(1Z)-3-ethoxy-1-[(6-fluoro-1H-indol-4-yl) amino]-3-oxoprop-1-en-2-yl]-4-methoxybenzoate